NC=1N=NC(=CC1OCCC1=CC=C(CNC(=O)C2CCNCC2)C=C1)C1=C(C=CC=C1)O N-(4-(2-((3-amino-6-(2-hydroxyphenyl)pyridazin-4-yl)oxy)ethyl)benzyl)piperidine-4-carboxamide